C(CCCCCCC)SC1=NC(=NC(=N1)SCCCCCCCC)NC1=CC(=C(C(=C1)C(C)(C)C)O)C(C)(C)C 2,4-bis(n-octylthio)-6-(4-hydroxy-3',5'-di-t-butylanilino)-1,3,5-triazine